(2S)-2-(9H-fluoren-9-ylmethoxycarbonylamino)-3-isopropoxy-propionic acid C1=CC=CC=2C3=CC=CC=C3C(C12)COC(=O)N[C@H](C(=O)O)COC(C)C